C1(CC1)C1=NC=CC(=C1)C1=NC=2[C@]3([C@H](CCC2C(=N1)C1=C(C=CC=C1)F)[C@H](C(C(=C3)C#N)=O)C)C3=CC=CC=C3 (6aR,7R,10aS)-2-(2-cyclopropylpyridin-4-yl)-4-(2-fluorophenyl)-7-methyl-8-oxo-10a-phenyl-5,6,6a,7,8,10a-hexahydrobenzo[h]quinazoline-9-carbonitrile